(4-((6-nitropyridin-3-yl)thio)phenyl)carbamic acid tert-butyl ester C(C)(C)(C)OC(NC1=CC=C(C=C1)SC=1C=NC(=CC1)[N+](=O)[O-])=O